7-(3-bromophenyl)-6,6-dimethyl-6,7-dihydro-5H-cyclopenta[b]pyridin-7-ol BrC=1C=C(C=CC1)C1(C(CC=2C1=NC=CC2)(C)C)O